FC1=CC=C(C=C1)C=1N=CN(C1C=1C=CC=2N(C1)C(=CN2)C(=O)N)CCC 6-(4-(4-fluorophenyl)-1-propyl-1H-imidazol-5-yl)imidazo[1,2-a]pyridine-3-carboxamide